ClC=1C=C2C(=CC(=NC2=CC1)C)OS(=O)(=O)C(F)(F)F.FC1=CC=C(C=C1)C(=O)N1CC=2N(CC1)N=C(C2)C2=CC=C(C=C2)F (4-fluorophenyl)(2-(4-fluorophenyl)-6,7-dihydropyrazolo[1,5-a]pyrazin-5(4H)-yl)methanone 6-chloro-2-methylquinolin-4-yl-triflate